FC(C1=NN(C2=CN=CC=C21)C2=NC=C(C=N2)C(=O)O)F (3-(difluoromethyl)-1H-pyrazolo[3,4-c]pyridin-1-yl)pyrimidine-5-carboxylic acid